4-(2,5-difluorophenyl)-2-(4-fluorocyclohexyl)pyridin FC1=C(C=C(C=C1)F)C1=CC(=NC=C1)C1CCC(CC1)F